4,4'-dichlorodiphenylsulfoxide C1=CC(=CC=C1S(=O)C2=CC=C(C=C2)Cl)Cl